OC=1C=C(C=CC1OC)/C=C/C(=O)C1=C(C=C(C=C1OC)O[C@H]1O[C@H]([C@H]([C@H]([C@@H]1O)O)O)CO[C@H]1OC[C@H](CC1)O)O (E)-3-(3-Hydroxy-4-methoxyphenyl)-1-[2-hydroxy-6-methoxy-4-[(2R,3S,4R,5S,6S)-3,4,5-trihydroxy-6-[[(2R,5S)-5-hydroxyoxan-2-yl]oxymethyl]oxan-2-yl]oxyphenyl]prop-2-en-1-one